[Na+].COC1=C(C=CC(=C1)[N+](=O)[O-])N1NC(=NN1C1=CC=C(C=C1)[N+](=O)[O-])C1=C(C=C(C=C1)S(=O)(=O)[O-])S(=O)(=O)[O-] 2-(2-Methoxy-4-nitrophenyl)-3-(4-nitrophenyl)-5-(2,4-disulfophenyl)-2H-tetrazole monosodium salt